C[N+](CCCCCCC)(CCC)C N,N-dimethyl-N-propyl-N-heptylammonium